1,2,2-trifluoroethyl 1,1,2,2-tetrafluoroethyl ether FC(C(F)F)(F)OC(C(F)F)F